ClC1=C2CN(CC2=CC=C1)C1CCCC=2N(C(=NC21)C2=C(C=CC=C2)Cl)C (4-Chloroisoindolin-2-yl)-2-(2-chlorophenyl)-1-methyl-4,5,6,7-tetrahydro-1H-benzo[d]imidazol